2-acetyl-naphthalene C(C)(=O)C1=CC2=CC=CC=C2C=C1